FC(CN1N=CN=C1C(=O)N)(C)F 1-(2,2-difluoropropyl)-1H-1,2,4-triazole-5-carboxamide